BrC1=CC(=C2C=C(C(N(C2=C1)C)=O)C)OC 7-bromo-5-methoxy-1,3-dimethyl-quinolin-2-one